5-(2-{cyclooctyl-[(3-methylisoxazole-4-carbonyl)amino]methyl}-4-fluoro-1H-benzoimidazol-5-yl)-2,3-dihydro-1,4-oxazine-4-carboxylic acid tert-butyl ester C(C)(C)(C)OC(=O)N1CCOC=C1C1=C(C2=C(NC(=N2)C(NC(=O)C=2C(=NOC2)C)C2CCCCCCC2)C=C1)F